ClC=1C(=NC(=NC1)NC=1C(=CC(=C(C1)NC(C=C)=O)N(C)CCN(C)C)OC)NC=1C=CC=C2CCCN(C12)C(CC)=O N-(5-((5-chloro-4-((1-propionyl-1,2,3,4-tetrahydroquinolin-8-yl)amino)pyrimidin-2-yl)amino)-2-((2-(dimethylamino)ethyl)(methyl)amino)-4-methoxyphenyl)acrylamide